4-((R)-3-((cyclopropylmethyl)amino)piperidin-1-yl)-1-(1-(4-(5-(dimethylamino)pyridin-3-yl)-1H-1,2,3-triazol-1-yl)ethyl)pyridin-2(1H)-one C1(CC1)CN[C@H]1CN(CCC1)C1=CC(N(C=C1)C(C)N1N=NC(=C1)C=1C=NC=C(C1)N(C)C)=O